(R)-4-(6-chloro-1-((2-(trimethylsilyl)ethoxy)methyl)-1H-indol-4-yl)-2-methylpiperazine-1-carboxylic acid tert-butyl ester C(C)(C)(C)OC(=O)N1[C@@H](CN(CC1)C1=C2C=CN(C2=CC(=C1)Cl)COCC[Si](C)(C)C)C